2-aminophenyl-boric acid NC1=C(C=CC=C1)OB(O)O